N-(propan-2-yl-13C3)Benzamide [13CH3][13CH]([13CH3])NC(C1=CC=CC=C1)=O